BrC=1C=C2C(=NC1F)C(C(N2C2CC(C2)(N2CC1(CC1)CCC2)C)=O)(C)C 6-bromo-5-fluoro-3,3-dimethyl-1-((1s,3s)-3-methyl-3-(5-azaspiro[2.5]octan-5-yl)cyclobutyl)-1,3-dihydro-2H-pyrrolo[3,2-b]pyridin-2-one